[Se+2].[Pb+2].C1(=CC=CC=C1)C(C)(C1=CC=C(C=C1)O)C1=CC=C(C=C1)O 1-phenyl-1,1-Bis(4-hydroxyphenyl)ethane lead selenium (II)